2-((4-amino-2-(2-methoxyethyl)-7,8-dihydro-cyclopenta[b]imidazo[4,5-d]pyridin-1(6H)-yl)methyl)-2-methylpropane-1,3-diol NC1=C2C(=C3C(=N1)CCC3)N(C(=N2)CCOC)CC(CO)(CO)C